FC=1C=C2CC(CC2=CC1F)(C(NCC=1SC2=C(N1)C=C(C(=C2)OC)OCCC[N+](C)(C)CCO)=O)CC(=O)[O-] 2-[5,6-difluoro-2-[[5-[3-[2-hydroxyethyl(dimethyl)ammonio]propoxy]-6-methoxy-1,3-benzothiazol-2-yl]methylcarbamoyl]indan-2-yl]acetate